ClC1=C(C=CC=C1)[C@@H]1[C@H](CCC(C1)(C)C)C(=O)N1CC(C(CC1)C1CN(C1)C(C=C)=O)C 1-(3-(1-((1S,2S)-2-(2-chlorophenyl)-4,4-dimethylcyclohexane-1-carbonyl)-3-methylpiperidin-4-yl)azetidin-1-yl)prop-2-en-1-one